Glycylisoleucin NCC(=O)N[C@@H]([C@@H](C)CC)C(=O)O